2-(dimethylamino)ethyl iodide hydroiodide I.CN(CCI)C